COC(=O)C1=CC(=CC=2CCOC21)Br 5-Bromo-2,3-dihydro-1-benzofuran-7-carboxylic acid methyl ester